N-methyl-1'-((2-methyl-3-oxo-8-(prop-1-yn-1-yl)-3,4-dihydroquinoxalin-6-yl)methyl)-1',2',3',6'-tetrahydro-[3,4'-bipyridine]-6-carboxamide CNC(=O)C1=CC=C(C=N1)C=1CCN(CC1)CC=1C=C2NC(C(=NC2=C(C1)C#CC)C)=O